(E)-3-pyrroleacrylic acid N1C=C(C=C1)/C=C/C(=O)O